thiazolo[4,5-c]quinolin-4-amine S1C=NC=2C(=NC=3C=CC=CC3C21)N